CC1CN(CC2=CC(=CC=C12)C(=O)O[Li])C1CC(N(CC1)C)=O lithio 4-methyl-2-(1-methyl-2-oxopiperidin-4-yl)-1,2,3,4-tetrahydroisoquinoline-7-carboxylate